C(C)OC(CCN1C(C(N=C(C2=C1C=CC(=C2)Cl)C2=CC=CC=C2)C(C)(C)O)=O)=O 3-(7-chloro-3-(2-hydroxy-prop-2-yl)-2-oxo-5-phenyl-2,3-dihydro-1H-benzo[e][1,4]diazepin-1-yl)propionic acid ethyl ester